3-((6-(4-methoxypyrrolo[2,1-f][1,2,4]triazin-5-yl)-2-methyl-1H-imidazo[4,5-b]pyridin-1-yl)methyl)-4-methyl-1,2,4-oxadiazol-5(4H)-one COC1=NC=NN2C1=C(C=C2)C=2C=C1C(=NC2)N=C(N1CC1=NOC(N1C)=O)C